1-iodo-1,1-diphenylethane IC(C)(C1=CC=CC=C1)C1=CC=CC=C1